N(=C=O)CCCCCCCCOC(C=CC1=CC2=C1C=CC(=C2)C=CC2OC2)=O 4-(2-oxiranyl)vinylbenzocyclobuteneacrylic acid-8-isocyanato-octyl ester